O[C@]1([C@H](COC1)OC1=NN(C=C1NC=1N=CC2=C(N1)N(C(=C2)C#N)[C@H](COC)C)C([2H])([2H])[2H])C 2-((3-(((3S,4r)-4-hydroxy-4-methyltetrahydrofuran-3-yl)oxy)-1-(methyl-d3)-1H-pyrazol-4-yl)amino)-7-((S)-1-methoxypropane-2-yl)-7H-pyrrolo[2,3-d]pyrimidine-6-carbonitrile